(1R)-benzyl 2-bromocyclobutanecarboxylate BrC1[C@H](CC1)C(=O)OCC1=CC=CC=C1